N1=NSC=2C=NC=CC21 1,2,3-thiadiazolo[5,4-c]pyridine